lysine, thiocyanate N[C@@H](CCCCN)C(=O)SC#N